1-[3-Bromo-2-(bromomethyl)phenyl]-4-methyl-1,4-dihydro-5-tetraazolone BrC=1C(=C(C=CC1)N1N=NN(C1=O)C)CBr